Benzyl 2-methylbutanoate CC(C(=O)OCC1=CC=CC=C1)CC